5-methyl-2-[(2-methylpiperazin-1-yl)methyl]thiazole hydrochloride Cl.CC1=CN=C(S1)CN1C(CNCC1)C